8-(2-Fluorobenzyl)-6-(3-(trifluoromethyl)-1H-1,2,4-triazol-5-yl)-[1,2,4]triazolo[1,5-a]pyrazine FC1=C(CC=2C=3N(C=C(N2)C2=NC(=NN2)C(F)(F)F)N=CN3)C=CC=C1